6-neopentylbenzo[b]thiophene-2-carboxylic acid C(C(C)(C)C)C=1C=CC2=C(SC(=C2)C(=O)O)C1